C1=C2C(C3CC=4N(C=5C=CC=CC5C4)C3C2=CC=C1)=O 11,11a-dihydroindeno[2',1':4,5]pyrrolo[1,2-a]indol-12(4bH)-one